N1C=CC=2C1=NC=CC2SC=2N=CC(=NC2N)N2CCC1([C@@H](COC1)N)CC2 (S)-8-(5-((1H-pyrrolo[2,3-b]pyridin-4-yl)thio)-6-aminopyrazin-2-yl)-2-oxa-8-azaspiro[4.5]decan-4-amine